tert-butyl 2-(((8-(benzyl(tert-butoxycarbonyl)amino)-3-cyclopropylimidazo[1,2-b]pyridazin-6-yl)amino)methyl)-1-oxa-7-azaspiro[3.5]nonane-7-carboxylate C(C1=CC=CC=C1)N(C=1C=2N(N=C(C1)NCC1OC3(C1)CCN(CC3)C(=O)OC(C)(C)C)C(=CN2)C2CC2)C(=O)OC(C)(C)C